N1=C(C=CC=C1)C1=CC=CC=2OC3=C(C21)C=CC=C3 pyridyl-dibenzofuran